4-(3-{5-[(R)-(1,3-dimethyl-azetidin-3-yl)-hydroxy-(4-isopropyl-phenyl)-methyl]-pyridin-3-yl}-[1,2,4]Oxadiazol-5-yl)-piperidin-2-one CN1CC(C1)(C)[C@@](C=1C=C(C=NC1)C1=NOC(=N1)C1CC(NCC1)=O)(C1=CC=C(C=C1)C(C)C)O